C(C)(C)(C)C=1SC2=C(N1)C(CC1(CCN(CC1)C(=O)C=1C=C(C(=C3C=NNC13)OC)C)C2)=O 2-(tert-butyl)-1'-(4-methoxy-5-methyl-1H-indazole-7-carbonyl)-5H-spiro[benzo[d]thiazole-6,4'-piperidin]-4(7H)-one